BrC=1C=2C3=C(C(N(C3=CC1)C1C(NC(CC1)=O)=O)=O)C=CC2 3-(6-bromo-2-oxobenzo[cJ]indol-1(2H)-yl)piperidine-2,6-dione